3-(hydroxymethyl)-4-(trifluoromethyl)benzaldehyde OCC=1C=C(C=O)C=CC1C(F)(F)F